(S)-N-(2-(isoquinolin-1-yl)propan-2-yl)-2-(pyrrolidin-2-yl)acetamide dihydrochloride Cl.Cl.C1(=NC=CC2=CC=CC=C12)C(C)(C)NC(C[C@H]1NCCC1)=O